O=C1N(C(C2=CC=CC=C12)=O)C[C@H]1N(CCC2=CC=CC(=C12)OCCCC(=O)O)C(=O)[C@H]1[C@H](CCCC1)C(NC)=O 4-(((S)-1-((1,3-dioxoisoindolin-2-yl)methyl)-2-((1R,2S)-2-(methylcarbamoyl)cyclohexane-1-carbonyl)-1,2,3,4-tetrahydroisoquinolin-8-yl)oxy)butanoic acid